2-(1,3-dimethyl-2,6-dioxo-1,2,3,6-tetrahydropurin-7-yl)-N-{4-[1-(4-trifluoromethylbenzyl)-1H-[1,2,3]triazol-4-yl]-phenyl}acetamide CN1C(N(C=2N=CN(C2C1=O)CC(=O)NC1=CC=C(C=C1)C=1N=NN(C1)CC1=CC=C(C=C1)C(F)(F)F)C)=O